3-(2,6-dichlorophenyl)-2-piperidin-1-ylpropanoic acid ClC1=C(C(=CC=C1)Cl)CC(C(=O)O)N1CCCCC1